1-(2-aminobenzo[d]thiazol-6-yl)-3-(4-chlorophenyl)-1-[2-(3-oxomorpholin-4-yl)ethyl]urea NC=1SC2=C(N1)C=CC(=C2)N(C(=O)NC2=CC=C(C=C2)Cl)CCN2C(COCC2)=O